C(C)C1=NOC(=N1)C1=NN=C2N1CCN(C2C)C(=O)C2=CC=C(C=C2)F (3-(3-ethyl-1,2,4-oxadiazol-5-yl)-8-methyl-5,6-dihydro-[1,2,4]triazolo[4,3-a]pyrazin-7(8H)-yl)(4-fluorophenyl)methanone